aminopentanethiol NC(CCCC)S